CC=1C=C(C=C2C(=NN(C12)CC(=O)OC(C)(C)C)C(=O)N1CC2(C1)CCC2)C=2C=NC(=NC2)C tert-Butyl 2-(7-methyl-5-(2-methylpyrimidin-5-yl)-3-(2-azaspiro[3.3]heptane-2-carbonyl)-1H-indazol-1-yl)acetate